C(C1=CC=CC=C1)OC(=O)N1CCC(CC1)CCO 4-(2-hydroxyethyl)piperidine-1-carboxylic acid benzyl ester